C(C1=CC=CC=C1)C=1N(C=2C(=C3CC[C@@H](N(C3=CC2)C(=O)OC)C)N1)C12CCC(CC1)C2 4-[(7S)-2-Benzyl-6-(methoxycarbonyl)-7-methyl-3H,6H,7H,8H,9H-imidazo[4,5-f]chinolin-3-yl]bicyclo[2.2.1]heptan